C123CC(C(CC1)C2)C(NC3=O)=O 3-norbornane-dicarboximide